2-cyano-N-(2,6-dioxopiperidin-3-yl)-1H-benzo[d]imidazole-4-carboxamide C(#N)C1=NC2=C(N1)C=CC=C2C(=O)NC2C(NC(CC2)=O)=O